(1R,2S,5R)-1-acetamido-N-(tert-butyl)-2-[(dimethylamino)-methyl]-5-(2-(4,4,5,5-tetramethyl-1,3,2-dioxaborolan-2-yl)ethyl)cyclohexane-1-carboxamide hydrochloride Cl.C(C)(=O)N[C@]1([C@@H](CC[C@H](C1)CCB1OC(C(O1)(C)C)(C)C)CN(C)C)C(=O)NC(C)(C)C